2-hydroxy-5-methylphenol OC1=C(C=C(C=C1)C)O